6-cyclobutoxypyridazin-3-amine C1(CCC1)OC1=CC=C(N=N1)N